tert-butyl 4-[2-[4-[4-(4-isoquinolyl)phenyl]pyrazol-1-yl]acetyl]piperazine-1-carboxylate C1=NC=C(C2=CC=CC=C12)C1=CC=C(C=C1)C=1C=NN(C1)CC(=O)N1CCN(CC1)C(=O)OC(C)(C)C